Ethyl 3-methyl-2-(2-{[7-(5-methyl-1,2,4-oxadiazol-3-yl)isoquinolin-1-yl]amino}ethyl)-3H-imidazo[4,5-b]pyridine-6-carboxylate CN1C(=NC=2C1=NC=C(C2)C(=O)OCC)CCNC2=NC=CC1=CC=C(C=C21)C2=NOC(=N2)C